FC1=C(OCC(=O)OCC)C=C(C(=C1C)CC1=CC(=C(C=C1)O)C(C)C)C ethyl 2-(2-fluoro-4-(4-hydroxy-3-isopropylbenzyl)-3,5-dimethylphenoxy)acetate